OC1=C(C(=CC(=C1)C(F)(F)F)C)C1=CC=C2C(=N1)N=C(O2)N2CC=1NC(NC(C1C2)=O)=O 6-[5-[2-hydroxy-6-methyl-4-(trifluoromethyl)phenyl]oxazolo[4,5-b]pyridin-2-yl]-5,7-dihydro-1H-pyrrolo[3,4-d]pyrimidine-2,4-dione